(9H-Fluoren-9-yl)methyl ((5-chloro-4-((2-formylphenyl)thio)pyridin-3-yl)methyl)carbamate ClC=1C(=C(C=NC1)CNC(OCC1C2=CC=CC=C2C=2C=CC=CC12)=O)SC1=C(C=CC=C1)C=O